CC=1C=C(C(=O)N2CCC(CC2)C2=NOC(=C2)NC(C)=O)C=CC1C(F)(F)F N-(3-(1-(3-methyl-4-(trifluoromethyl)benzoyl)piperidin-4-yl)isoxazol-5-yl)acetamide